Cl.NC=1N=CN(C1)C1=CC=C(C#N)C=C1 4-(4-amino-1H-imidazol-1-yl)benzonitrile hydrochloride